BrC1=NN=C(S1)N1CCC(CC1)N1CCN(CC1)C(=O)OC(C)(C)C tert-Butyl 4-(1-(5-bromo-1,3,4-thiadiazol-2-yl)piperidin-4-yl)piperazine-1-carboxylate